C(C)NC(=O)[C@H]1O[C@H]([C@@H]([C@@H]1O)O)N1C2=NC(=NC(=C2N=C1)NC)C=1C=NC=CC1OC (2S,3S,4R,5R)-N-ethyl-3,4-dihydroxy-5-(2-(4-methoxypyridin-3-yl)-6-(methylamino)-9H-purine-9-yl)tetrahydrofuran-2-carboxamide